CN(C(OC(C)(C)C)=O)[C@@H]1COC2=C1C=CC(=C2)N2C=NC(=C2)C(F)(F)F tert-butyl N-methyl-N-[(3S)-6-[4-(trifluoromethyl)imidazol-1-yl]-2,3-dihydrobenzofuran-3-yl]carbamate